1-pentyl-4-phenyl-1H-imidazol-2-amine C(CCCC)N1C(=NC(=C1)C1=CC=CC=C1)N